acryloyloxytridecyltriiodomethylsilane C(C=C)(=O)OCCCCCCCCCCCCC[SiH2]C(I)(I)I